6-benzyl-2-(pyridin-4-yl)pyrido[3,4-d]pyrimidin-4-ol C(C1=CC=CC=C1)C1=CC2=C(N=C(N=C2O)C2=CC=NC=C2)C=N1